FC(C=1C=C(C=C(C1)C(F)(F)F)C1=NN(C=N1)\C=C/C(=O)N1N(C(CC1=O)=O)C)(F)F (Z)-1-(3-(3-(3,5-bis(trifluoromethyl)phenyl)-1H-1,2,4-triazol-1-yl)acryloyl)-2-methylpyrazolidine-3,5-dione